C(C)(C)(C)OC(=O)N1CC(C1)OC1=CC=CC=C1 3-phenoxyazetidine-1-carboxylic acid tert-butyl ester